FC=1C=CC(=C(C1)C=1N(C=CC1)[C@H]1C=CNN1)CCO (R)-5-(2-(5-fluoro-2-(2-hydroxyethyl)phenyl)pyrrole-1-yl)pyrazoline